C(CCC)(C1=C(C=C(C(=C1)C(C)(C)C)O)C)C1=C(C=C(C(=C1)C(C)(C)C)O)C 4,4'-butylidene-bis-(3-methyl-6-tert-butylphenol)